(azidomethyl)-7-cyclopropyl-[1,2,4]triazolo[1,5-a]pyridine N(=[N+]=[N-])CC1=NN2C(C=C(C=C2)C2CC2)=N1